2-(3-amino-1H-pyrazol-1-yl)ethanol NC1=NN(C=C1)CCO